NC=1C=C(C=CC1F)C=1C(N(C=CC1)C)=O 3-(3-amino-4-fluorophenyl)-1-methylpyridin-2(1H)-one